S1C(NCC1)C1=C(C=CC=C1)O (thiazolidine-2-yl)phenol